CC1=C(C=CC(=C1)N1CCC(CC1)C(F)(F)F)NC=1C=CC2=C(NC(O2)=O)C1 5-((2-methyl-4-(4-(trifluoromethyl)piperidin-1-yl)phenyl)amino)benzo[d]oxazol-2(3H)-one